ClC=1N=C(C2=C(N1)C1=C(S2)C=CC=C1)C1=CC=C(C2=CC=CC=C12)C1=CC=CC=C1 2-chloro-4-(4-phenylnaphthalen-1-yl)benzo[4,5]Thieno[3,2-d]Pyrimidine